1-heptyl-[4,4'-bipyridine] (hexafluorophosphate) F[P-](F)(F)(F)(F)F.C(CCCCCC)N1CC=C(C=C1)C1=CC=NC=C1